2-Chloro-N-((1-((4-chloro-3-fluorophenyl)sulfonyl)piperidin-4-yl)methyl)acetamide ClCC(=O)NCC1CCN(CC1)S(=O)(=O)C1=CC(=C(C=C1)Cl)F